ClC1=C(C=CC=C1)[C@@H]1CC[C@@H](N1C(=O)C1=CC=C(C=C1)C1=C(C=CC=C1)OC)C(=O)O (2R,5S)-5-(2-chlorophenyl)-1-(2'-methoxy-[1,1'-biphenyl]-4-carbonyl)pyrrolidine-2-carboxylic acid